1,4-bis(4-t-butylphenyl)butadiene C(C)(C)(C)C1=CC=C(C=C1)C=CC=CC1=CC=C(C=C1)C(C)(C)C